C(C)OC(CC1=C(C=C(C=C1)Br)Cl)=O 2-(4-bromo-2-chlorophenyl)acetic acid ethyl ester